C(C)C1=NC=CC(C1O)=O 2-ethyl-3-hydroxypyridin-4-one